Triethoxy(bicyclo[2.2.1]-5-hepten-2-yl)silane 2-[{3-[3-(Decyloxy)phenyl]propanoyl}(3-hydroxybenzyl)amino]ethyl-dihydrogenphosphate ammonium salt [NH4+].C(CCCCCCCCC)OC=1C=C(C=CC1)CCC(=O)N(CCOP(=O)(O)O)CC1=CC(=CC=C1)O.C(C)O[Si](C1C2C=CC(C1)C2)(OCC)OCC